3-((3S,4S)-4-((tert-Butoxycarbonyl)amino)-3-methyl-2-oxa-8-azaspiro[4.5]decan-8-yl)-5-chloropyrazine-2-carboxylic acid methyl ester COC(=O)C1=NC=C(N=C1N1CCC2([C@@H]([C@@H](OC2)C)NC(=O)OC(C)(C)C)CC1)Cl